3,4-dihydroxycyclopentane-1-carboxamide OC1CC(CC1O)C(=O)N